CC(CCCCCCCCCCCCCCC)OC(C)CCCCCCCCCCCCCCC 2-heptadecyl oxide